7-(2,3-dihydro-[1,4]dioxino[2,3-b]pyridin-6-yl)-4-(5-(4-(2-oxopyrrolidin-1-yl)phenyl)pyridin-3-yl)-8,9-dihydropyrido[3',2':4,5]pyrrolo[1,2-a]pyrazin-6(7H)-one O1CCOC2=NC(=CC=C21)N2C(C=1N(CC2)C2=C(C1)C(=CC=N2)C=2C=NC=C(C2)C2=CC=C(C=C2)N2C(CCC2)=O)=O